N-(2-aminoethyl)-5,7-diphenylpyrazolo[1,5-a]pyrimidine-2-carboxamide hydrochloride Cl.NCCNC(=O)C1=NN2C(N=C(C=C2C2=CC=CC=C2)C2=CC=CC=C2)=C1